OCTANON CC(CCCCCC)=O